OC=1C=CC(=NC1)COC=1C=CC2=C(N=C(O2)C=2C=CC(N(N2)C)=O)C1 6-{5-[(5-Hydroxypyridin-2-yl)methoxy]-1,3-benzoxazol-2-yl}-2-methyl-2,3-dihydropyridazin-3-one